(3R,5S,E)-7-(5-cyclopropyl-7-(4-fluorophenyl)-2-methylthieno[3,2-b]pyridin-6-yl)-3,5-dihydroxyhept-6-enoic acid sodium salt [Na+].C1(CC1)C1=C(C(=C2C(=N1)C=C(S2)C)C2=CC=C(C=C2)F)/C=C/[C@H](C[C@H](CC(=O)[O-])O)O